COC=1C2=C(N=C(N1)NC1CCC3(CN(C3)C(C)=O)CC1)NC=C2C=2C=CC1=C(N(N=N1)C)C2 1-(7-((4-methoxy-5-(1-methyl-1H-benzo[d][1,2,3]triazol-6-yl)-7H-pyrrolo[2,3-d]pyrimidin-2-yl)amino)-2-azaspiro[3.5]nonan-2-yl)ethan-1-one